disodium glutamate N[C@@H](CCC(=O)[O-])C(=O)[O-].[Na+].[Na+]